(S)-N-(1-(5-(6-(3-cyanopyrrolo[1,2-b]pyridazin-7-yl)-4-(isopropylamino)pyridin-3-yl)-1,3,4-thiadiazol-2-yl)pyrrolidin-3-yl)acetamide C(#N)C1=CC=2N(N=C1)C(=CC2)C2=CC(=C(C=N2)C2=NN=C(S2)N2C[C@H](CC2)NC(C)=O)NC(C)C